di(p-carboxyphenoxy)propane C(=O)(O)C1=CC=C(OC(C)(C)OC2=CC=C(C=C2)C(=O)O)C=C1